C(C(C)C)(=O)N[C@@H](CCC(N)=O)C(=O)O isobutyrylglutamine